C(C1=CC=CC=C1)OP(=O)(OCC1=CC=CC=C1)CCC(=O)O 3-(bis(benzyloxy)phosphoryl)propionic acid